2-{[4-({2-[(4-cyano-2,5-difluorophenoxy)methyl]pyrimidin-4-yl}oxy)piperidin-1-yl]methyl}-1-{[(2S)-oxetan-2-yl]methyl}-1H-1,3-benzodiazole-6-carboxylic acid C(#N)C1=CC(=C(OCC2=NC=CC(=N2)OC2CCN(CC2)CC2=NC3=C(N2C[C@H]2OCC2)C=C(C=C3)C(=O)O)C=C1F)F